2-R-aminoethyl-ferrocene NCC[C-]1C=CC=C1.[CH-]1C=CC=C1.[Fe+2]